NC=1SC(=CN1)C(=O)NC1=C(C=C(C(=C1)C(NC1=NC=C(C=C1)OC1COC2(CC2)C1)=O)F)C 2-Amino-N-[4-fluoro-2-methyl-5-[[5-(4-oxaspiro[2.4]heptan-6-yloxy)pyridin-2-yl]carbamoyl]phenyl]-1,3-thiazole-5-carboxamide